6-(3-(6,7-dihydropyrazolo[1,5-a]pyrimidin-4(5H)-yl)-7,8-dihydro-1,6-naphthyridin-6(5H)-yl)-5-methyl-N-(thiazol-5-ylmethyl)pyridazine-3-carboxamide N1=CC=C2N1CCCN2C=2C=NC=1CCN(CC1C2)C2=C(C=C(N=N2)C(=O)NCC2=CN=CS2)C